5-(2',4',6'-trimethylbenzyl)-1,5-diazabicyclo[4.3.0]nonane CC1=C(CN2CCCN3CCCC23)C(=CC(=C1)C)C